4,4-difluoro-3-methoxycyclohexanol FC1(C(CC(CC1)O)OC)F